(E)-N-(2,3-Dihydro-1H-inden-1-yl)-3-(4-fluoro-1H-indazol-6-yl)acrylamid C1(CCC2=CC=CC=C12)NC(\C=C\C1=CC(=C2C=NNC2=C1)F)=O